3'-Amino-3'-deoxythymidine N[C@H]1C[C@@H](O[C@@H]1CO)N1C(=O)NC(=O)C(C)=C1